CN1C(C2=CC=CC=C2C(=C1)C1=NC(=NC=C1CCC)S(=O)(=O)C)=O 2-methyl-4-(2-methylsulfonyl-5-propylpyrimidin-4-yl)isoquinolin-1-one